tert-butyl 2-[4-(3-chloro-2-fluoro-anilino)pyrido[3,2-d]pyrimidin-6-yl]-2,7-diazaspiro[3.4]octane-7-carboxylate ClC=1C(=C(NC=2C3=C(N=CN2)C=CC(=N3)N3CC2(C3)CCN(C2)C(=O)OC(C)(C)C)C=CC1)F